C(C)C1(C([C@H](C=C[C@@H]1C)C)(C(=O)[O-])CCC)C(=O)[O-] trans-1-ethyl-2-propyl-3,6-dimethylcyclohex-4-en-1,2-dicarboxylate